toluene-bis(propyl thiocarbamate) C(CC)NC(O)=S.C(CC)NC(O)=S.CC1=CC=CC=C1